3-(4-(1H-pyrazol-4-yl)phenyl)-8-acetyl-1-(4-fluoro-2-methylbenzyl)-1,3,8-triazaspiro[4.5]decan-2-one N1N=CC(=C1)C1=CC=C(C=C1)N1C(N(C2(C1)CCN(CC2)C(C)=O)CC2=C(C=C(C=C2)F)C)=O